NC1CC(CCC1)N 1,3-diaminocyclohexan